1-(PHENYLSULFONYL)-2-IODO-4-AZAINDOLE-6-CARBOXALDEHYDE C1(=CC=CC=C1)S(=O)(=O)N1C(=CC2=NC=C(C=C12)C=O)I